BrC1=CC=C(C=C1)[C@H](C)NC(=O)[C@H]1N(C[C@@H](C1)O)C([C@H](C(C)(C)C)NC(OC(C)(C)C)=O)=O tert-Butyl ((S)-1-((2S,4R)-2-(((S)-1-(4-bromophenyl)ethyl)carbamoyl)-4-hydroxypyrrolidin-1-yl)-3,3-dimethyl-1-oxobutan-2-yl)carbamate